methyl pentadec-14-ynoate C(CCCCCCCCCCCCC#C)(=O)OC